CN1N=C(C2=CC=CC=C12)C(=O)N 1-methyl-1H-indazole-3-carboxamide